6-Chloro-3-[(1R)-1-(2-furo[3,2-b]pyridin-6-yl-3,6-dimethyl-4-oxo-chromen-8-yl)ethoxy]-N'-hydroxy-pyridine-2-carboxamidine ClC1=CC=C(C(=N1)C(=NO)N)O[C@H](C)C=1C=C(C=C2C(C(=C(OC12)C=1C=C2C(=NC1)C=CO2)C)=O)C